2-(6-(3-aminopyrrolidin-1-yl)pyridin-2-yl)-4-(2-fluoro-6-methoxyphenyl)-2,3-dihydro-1H-pyrrolo[3,4-c]pyridin-1-one NC1CN(CC1)C1=CC=CC(=N1)N1CC=2C(=NC=CC2C1=O)C1=C(C=CC=C1OC)F